N-(2-((2-(dimethylamino)ethyl)(methyl)amino)-4-methoxy-5-((4-(3,3,6-trimethyl-2,3-dihydro-1H-pyrrolo[3,2-b]pyridin-1-yl)-1,3,5-triazin-2-yl)amino)phenyl)acrylamide CN(CCN(C1=C(C=C(C(=C1)OC)NC1=NC=NC(=N1)N1CC(C2=NC=C(C=C21)C)(C)C)NC(C=C)=O)C)C